N[C@H](C1=CC=CC=C1)C(=O)O (R)-phenylglycine